ClC1=NN(C=C1NC1=NC=C(C(=N1)NC=1C=C(C=CC1)NC(OC(C)(C)C)=O)C1=CC=C(C=C1)C(F)(F)F)C tert-butyl (3-((2-((3-chloro-1-methyl-1H-pyrazol-4-yl)amino)-5-(4-(trifluoromethyl)phenyl)pyrimidin-4-yl)amino)phenyl)carbamate